3-(4-(Piperidin-4-yl)phenoxy)piperidine N1CCC(CC1)C1=CC=C(OC2CNCCC2)C=C1